5-(2-(ethyl(isopropyl)carbamoyl)-4-fluorophenoxy)pyrimidine 1-oxide C(C)N(C(=O)C1=C(OC=2C=NC=[N+](C2)[O-])C=CC(=C1)F)C(C)C